hexakis(methoxymethyl)-1,3,5-triazine-2,4,6-triamine COCN(C1=NC(=NC(=N1)N(COC)COC)N(COC)COC)COC